CN(C=CC(=O)C1CCCCC1)C 3-(dimethylamino)-1-cyclohexyl-2-propen-1-one